tert-butyl N-[2-[[(2S,3R,4R,5R,6S)-4,5-dihydroxy-2-methyl-6-(1H-pyrrolo[3,2-b]pyridin-7-ylamino)tetrahydropyran-3-yl]amino]-2-oxo-ethyl]-N-methyl-carbamate O[C@@H]1[C@H]([C@@H](O[C@@H]([C@@H]1O)NC1=C2C(=NC=C1)C=CN2)C)NC(CN(C(OC(C)(C)C)=O)C)=O